COC(=O)[C@H]1N(C[C@@H](C1)O[Si](C)(C)C(C)(C)C)C([C@H](C(C)C)C1=CC(=NO1)OCCBr)=O.COC=1C=C(N)C=C(C1)OC 3,5-dimethoxyaniline methyl-(2S,4R)-1-((R)-2-(3-(2-bromoethoxy)isoxazol-5-yl)-3-methylbutanoyl)-4-((tert-butyldimethylsilyl)oxy)pyrrolidine-2-carboxylate